C(=O)(O)COC=1C(=[N+](ON1)[O-])C 4-(carboxymethoxy)-3-methyl-1,2,5-oxadiazole-oxide